C(C1=CC=CC=C1)(C1=CC=CC=C1)(C1=CC=CC=C1)OC[C@@H]1[C@H]([C@@H]([C@H](C(O1)O)O)O)O (3R,4S,5S,6R)-6-((trityloxy)methyl)tetrahydro-2H-pyran-2,3,4,5-tetrol